FC1=C(C=CC=C1N1C(OCC1)=O)CN1C(OC2=C(C1)C=CC(=C2)OC=2N=NC=CC2)=O 3-{[2-fluoro-3-(2-oxo-1,3-oxazolidin-3-yl)phenyl]methyl}-7-(3-pyridazinyloxy)-3,4-dihydro-2H-1,3-benzoxazin-2-one